tert-butyl 6-((N-(tert-butoxycarbonyl)sulfamoyl)((4,4-difluorocyclohexyl)methyl)amino)-2-azaspiro[3.3]heptane-2-carboxylate C(C)(C)(C)OC(=O)NS(=O)(=O)N(C1CC2(CN(C2)C(=O)OC(C)(C)C)C1)CC1CCC(CC1)(F)F